(R)-4-(3-cyclopropyl-1-(3,5-difluorophenyl)-1H-pyrrolo[3,2-c]pyridin-4-yl)-2-methylpiperazine-1-carboxylic acid tert-butyl ester C(C)(C)(C)OC(=O)N1[C@@H](CN(CC1)C1=NC=CC2=C1C(=CN2C2=CC(=CC(=C2)F)F)C2CC2)C